ClC1=NC=CC(=C1)CNC(=O)C1(CN(C(C1)=O)C1=CC=CC=C1)C N-[(2-chloropyridine-4-yl)methyl]-3-methyl-5-oxo-1-phenylpyrrolidine-3-carboxamide